C1(=CC=C(C=C1)N1C=NC2=C1C=C(C=C2)C2=CC=C(C=C2)NC(=O)NCCN(C)C)C2=CC=CC=C2 1-(4-(1-([1,1'-biphenyl]-4-yl)-1H-benzo[d]imidazol-6-yl)phenyl)-3-(2-(dimethylamino)ethyl)urea